(E)-trifluoroacetyl-2-trifluoromethylphenethylamine FC(C(=O)NCCC1=C(C=CC=C1)C(F)(F)F)(F)F